O1COC2=C1C=CC(=C2)CNC(=O)C21N(CC(C2)C1)CC=1SC(=CC1)Br N-(Benzo[d][1,3]dioxol-5-ylmethyl)-2-((5-bromothiophen-2-yl)methyl)-2-azabicyclo[2.1.1]hexane-1-carboxamide